6-(1-methyl-1H-pyrazol-4-yl)pyrazolo[1,5-a]pyridin-3-carbonitrile CN1N=CC(=C1)C=1C=CC=2N(C1)N=CC2C#N